quinoloneamide N1C(C(=CC2=CC=CC=C12)C(=O)N)=O